5-mercapto-2-nitro-benzoic acid SC=1C=CC(=C(C(=O)O)C1)[N+](=O)[O-]